methyl-3-hydroxystyrene CC=CC1=CC(=CC=C1)O